C1(=CC=CC=C1)C1=CC(=NN1C1=CC=C(C=C1)S(=O)(=O)N)C(F)(F)F 4-(5-phenyl-3-(trifluoromethyl)-1H-pyrazol-1-yl)benzenesulfonamide